2-amino-N-[4-[3-(4-methoxy-1-piperidinyl)phenyl]thiazol-2-yl]acetamide NCC(=O)NC=1SC=C(N1)C1=CC(=CC=C1)N1CCC(CC1)OC